C(#N)C1=CC(=C(COC2=CC(=CC(=N2)N2CCN(CC2)[C@@H](C)C2=NC3=C(N2C[C@H]2OCC2)C=C(C=C3)C(=O)O)COC)C=C1)F 2-((S)-1-(4-(6-((4-cyano-2-fluorobenzyl)oxy)-4-(methoxymethyl)pyridin-2-yl)piperazin-1-yl)ethyl)-1-(((S)-oxetan-2-yl)methyl)-1H-benzo[d]imidazol-6-carboxylic acid